trans-2-[[8-[[4-(trifluoromethyl)phenyl]methyl]imidazo[1,5-a]pyridine-1-carbonyl]amino]spiro[3.3]heptane-6-carboxylic acid FC(C1=CC=C(C=C1)CC=1C=2N(C=CC1)C=NC2C(=O)NC2CC1(C2)CC(C1)C(=O)O)(F)F